2-methyl-3-oxo-7,10,13,16,19,22,25,28,31,34,37,40,43,46,49,52,55,58,61,64,67,70,73,76-tetracosaoxa-2,4-diazanonaheptacontan-79-oic acid trifluoroacetate FC(C(=O)O)(F)F.CN(C)C(NCCOCCOCCOCCOCCOCCOCCOCCOCCOCCOCCOCCOCCOCCOCCOCCOCCOCCOCCOCCOCCOCCOCCOCCOCCC(=O)O)=O